Cl.C(C(=O)O)(=O)O oxalic acid, hydrochloride